2-(6-(4-chlorophenyl)-2-(ethylsulfonyl)pyrazolo[1,5-a]pyrimidin-3-yl)-3-methyl-6-(trifluoromethyl)-3H-imidazo[4,5-c]pyridine ClC1=CC=C(C=C1)C=1C=NC=2N(C1)N=C(C2C2=NC1=C(C=NC(=C1)C(F)(F)F)N2C)S(=O)(=O)CC